2-fluoro-4-((7-methoxy-1H-imidazo[4,5-c][1,8]naphthyridin-1-yl)methyl)benzenesulfonamide FC1=C(C=CC(=C1)CN1C=NC=2C=NC=3N=C(C=CC3C21)OC)S(=O)(=O)N